ethyl [32-methyl-20-oxo-8,9,10,21-tetraazahexacyclo[19.5.3.216,19.13,7.06,10.024,28]dotriaconta-1(26),3(32),4,6,8,16,18,24,27,30-decaen-2-yl]acetate CC=1C2=C3C=CC1C(C1=CC=C4CCN(C(C5=CC=C(CCCCCN3N=N2)C=C5)=O)CC4=C1)CC(=O)OCC